[Te-2].[Zn+2].[Hg+] Mercury zinc telluride